C(C)NC1=CC=C(C=C1)NCC N,N'-di-ethyl-1,4-phenylenediamine